4-(((tert-butyldimethylsilyl)oxy)methyl)-3-(5-fluoropyrimidin-2-yl)aniline [Si](C)(C)(C(C)(C)C)OCC1=C(C=C(N)C=C1)C1=NC=C(C=N1)F